3,4-bis(3-chloropropyloxy)benzonitrile ClCCCOC=1C=C(C#N)C=CC1OCCCCl